C(C=C)(=O)N1CCN(CC1)C1=NC=NC2=CC(=C(C=C12)Cl)C=1C(NC=CC1)=O 3-(4-(4-acryloylpiperazin-1-yl)-6-chloroquinazolin-7-yl)pyridin-2(1H)-one